CC1(C=2C=CC=CC2C=CC1)C 5,5-dimethylnaphthalene